N-(4-fluorophenyl)cyclopropane-1,1-diamide FC1=CC=C(C=C1)NC(=O)C1(CC1)C(=O)N